N[C@]1([C@@H](CC[C@H](C1)CCB(O)O)CNC)C(=O)O (1R,2S,5R)-1-amino-5-(2-boronoethyl)-2-((methylamino)methyl)cyclohexanecarboxylic acid